FC=1C(=CC(=NC1)C)C=1NC2=CC=C(C=C2C1C(C)C)C1CCN(CC1)CC=1N=NN(C1)C 2-(5-fluoro-2-methylpyridin-4-yl)-3-isopropyl-5-(1-((1-methyl-1H-1,2,3-triazol-4-yl)methyl)piperidin-4-yl)-1H-indole